Mentha-1,8-dien-4-ol C1(=CCC(CC1)(C(=C)C)O)C